[W](=S)=S.[Au] gold-tungsten disulfide